CN1C[C@H](CC1)OC1=CC=CC(=N1)N1N(C(C2=CN=C(N=C12)NC=1C=C2C=NN(C2=CC1)C)=O)CC=C 1-{6-[(S)-1-methyl-3-pyrrolidinyloxy]-2-pyridyl}-2-allyl-6-(1-methyl-1H-indazol-5-ylamino)-1,2-dihydro-3H-1,2,5,7-tetraazainden-3-one